C1(=CC=CC2=CC=CC=C12)C1=NN(C2=CC=CC=C12)CC1=CC=C(C=C1)C(F)(F)F 3-(naphthalen-1-yl)-1-(4-(trifluoromethyl)benzyl)-1H-indazole